S1C=CC=2C=CC3=C(SCC4=C([C@@H]3N3N5C(C(N6[C@H]3COCC6)=O)=C(C(C=C5)=O)O)C=CC=C4)C21 (R)-12-((S)-6,11-dihydrobenzo[e]thieno[3',2':5,6]benzo[1,2-b]thiepin-6-yl)-7-hydroxy-3,4,12,12a-tetrahydro-1H-[1,4]oxazino[3,4-c]pyrido[2,1-f][1,2,4]triazine-6,8-dione